2-chloro-5-(2'-methyl-5'-(perfluoroethyl)-4'-(trifluoromethyl)-2'H-[1,3'-bipyrazole]-4-yl)benzoyl chloride ClC1=C(C(=O)Cl)C=C(C=C1)C=1C=NN(C1)C=1N(N=C(C1C(F)(F)F)C(C(F)(F)F)(F)F)C